6-{4-[(4-{[3-(trifluoromethoxy)phenyl]Amino}piperidin-1-yl)sulfonyl]phenyl}-2,3-dihydro-1H-isoindol-1-one FC(OC=1C=C(C=CC1)NC1CCN(CC1)S(=O)(=O)C1=CC=C(C=C1)C1=CC=C2CNC(C2=C1)=O)(F)F